FC1=C(C=C(C=C1)NC1=NC(=NC=C1C)NC1=CC(=C(C=C1)C1CCN(CC1)C)F)NS(=O)(=O)C(C)(C)C N-(2-Fluoro-5-((2-((3-fluoro-4-(1-methylpiperidin-4-yl)phenyl)amino)-5-methylpyrimidin-4-yl)amino)phenyl)-2-methylpropane-2-sulfonamide